ClC=1C=CC(=C(C1)NC(=O)C12CC(C1)(C2)C(=O)OC)O methyl 3-((5-chloro-2-hydroxyphenyl)carbamoyl)bicyclo[1.1.1]pentane-1-carboxylate